sodium bis(trifluoromethane)sulfonimide mesyl-phosphoroamidate S(=O)(=O)(C)NP(O)(O)=O.[N-](S(=O)(=O)C(F)(F)F)S(=O)(=O)C(F)(F)F.[Na+]